ClC=1C(=NC(=NC1)NC1=C(C=C(C=C1)N1CCN(CC1)CCCCCCCNC1=C2CN(C(C2=CC=C1)=O)C1C(NC(CC1)=O)=O)OC)NC1=C(C=CC=C1)P(=O)(C)C 3-(4-((7-(4-(4-((5-chloro-4-((2-(dimethylphosphoryl)phenyl)amino)pyrimidin-2-yl)amino)-3-methoxyphenyl)piperazin-1-yl)heptyl)amino)-1-oxoisoindolin-2-yl)piperidine-2,6-dione